(3ar,7as)-1-(4-(trifluoromethoxy)phenyl)octahydro-1H-pyrrolo[3,2-c]pyridine FC(OC1=CC=C(C=C1)N1CC[C@@H]2CNCC[C@@H]21)(F)F